CN(C)B(N(C)C)N(C)C tri(dimethylamino)borane